CC1=C(C(=O)N[C@H](C(N[C@H](C=O)CC=2N=CN(C2)C(C2=CC=CC=C2)(C2=CC=CC=C2)C2=CC=CC=C2)=O)CC(C)C)C=CC=C1 2-methyl-N-((S)-4-methyl-1-oxo-1-(((S)-1-oxo-3-(1-trityl-1H-imidazol-4-yl)propan-2-yl)amino)pentan-2-yl)benzamide